BrC1=CC=C(OC2=CC=C(C=C2)C(C)(C)C2=CC=C(OC3CC(C3)NC(OC(C)(C)C)=O)C=C2)C=C1 tert-butyl ((1r,3r)-3-(4-(2-(4-(4-bromophenoxy)phenyl)propan-2-yl) phenoxy)cyclobutyl)carbamate